ClC1=CC2=C(C=N1)C(=NN2C2=C(C=C(C=C2)[N+](=O)[O-])OC)I 6-chloro-3-iodo-1-(2-methoxy-4-nitrophenyl)-1H-pyrazolo[4,3-c]Pyridine